[Cl-].C(C)(C)C1=C(C(=CC=C1)C(C)C)N1CN(C=C1)C1=C(C=CC=C1C(C)C)C(C)C 1,3-bis-(2,6-diisopropylphenyl)imidazole chloride salt